(1-methylsulfonylcyclobutyl)methanol CS(=O)(=O)C1(CCC1)CO